C1(=CCCCCCC1)C(NCCOCCOCCOCCOCCCC(=O)O)=O 1-trans-cyclooctenyl-1-oxo-5,8,11,14-tetraoxa-2-aza-heptadecane-17-carboxylic acid